2-(N,N-bis(4-methoxybenzyl)sulfamoyl)-4-(3-hydroxy-2-oxopiperidin-1-yl)-3-(2-(4-methoxybenzyl)-2H-tetrazol-5-yl)benzenesulfinic acid COC1=CC=C(CN(S(=O)(=O)C2=C(C=CC(=C2C=2N=NN(N2)CC2=CC=C(C=C2)OC)N2C(C(CCC2)O)=O)S(=O)O)CC2=CC=C(C=C2)OC)C=C1